OC1=C(C=C(C=C1)C(F)(F)F)C(CC)=O 1-[2-hydroxy-5-(trifluoromethyl)phenyl]Propane-1-one